1-(3-methylcyclohexyl)-1H-imidazole CC1CC(CCC1)N1C=NC=C1